FC(C1=NN=C(S1)N1N=CC2=C(C=C(C=C12)S(=O)(=O)O)F)F 1-(5-(difluoromethyl)-1,3,4-thiadiazol-2-yl)-4-fluoro-1H-indazole-6-sulfonic acid